CC1=C(C=C2OCC3(CCN(CC3)C(=O)OC(C)(C)C)OC2=C1)C(=O)OC 1'-(tert-butyl) 6-methyl 7-methyl-4-oxaspiro[chroman-2,4'-piperidine]-1',6-dicarboxylate